2-cyclopentyl-4-(2-(3,5-dichlorophenyl)-6-fluoro-2H-pyrazolo[4,3-b]pyridin-7-yl)benzoic acid C1(CCCC1)C1=C(C(=O)O)C=CC(=C1)C=1C=2C(N=CC1F)=CN(N2)C2=CC(=CC(=C2)Cl)Cl